CN(C1=CC=C(\C=C/2\C(C3=CC=CC=C3CC2)=O)C=C1)C (E)-2-(4-dimethylaminobenzylidene)-3,4-dihydronaphthalen-1(2H)-one